benzyl hydroxypyridine-1(2H)-carboxylate OC1N(C=CC=C1)C(=O)OCC1=CC=CC=C1